BrC=1C(=NC=C(C1)Br)OCC(C)NC(OC(C)(C)C)=O tert-butyl (1-((3,5-dibromopyridin-2-yl)oxy)propan-2-yl)carbamate